N-(2-([1,1'-biphenyl]-4-yl)-1-cyclopropyl-2,2-difluoroethyl)-9H-fluoren-9-amine C1(=CC=C(C=C1)C(C(C1CC1)NC1C2=CC=CC=C2C=2C=CC=CC12)(F)F)C1=CC=CC=C1